Cl.CN(CCCC(=O)O)C 4-(dimethylamino)butanoic acid-HCl salt